11-bromoundecyl 3-(3,4-bis((tert-butyldimethylsilyl)oxy)phenyl)-2-((tert-butoxycarbonyl)amino)propanoate [Si](C)(C)(C(C)(C)C)OC=1C=C(C=CC1O[Si](C)(C)C(C)(C)C)CC(C(=O)OCCCCCCCCCCCBr)NC(=O)OC(C)(C)C